C(\C=C\C(=O)O)(=O)O.C1(CC1)N cyclopropanamine fumarate